[6-[[5-(trifluoromethyl)-1,3,4-thiadiazol-2-yl]methyl]-2,6-diazaspiro[3.3]heptan-2-yl]-[6-[3-(trifluoromethyl)-1,2,4-triazol-1-yl]-2-azaspiro[3.3]heptan-2-yl]methanone FC(C1=NN=C(S1)CN1CC2(CN(C2)C(=O)N2CC3(C2)CC(C3)N3N=C(N=C3)C(F)(F)F)C1)(F)F